7-bromo-5-(2,4-di-tert-butoxypyrimidin-5-yl)pyrazolo[1,5-a]pyrimidine BrC1=CC(=NC=2N1N=CC2)C=2C(=NC(=NC2)OC(C)(C)C)OC(C)(C)C